5-methanesulfonyl-3-methyl-1H-pyrrole-2-carboxylic acid CS(=O)(=O)C1=CC(=C(N1)C(=O)O)C